N[C@@H](C(=O)O)[C@@H](C(CC)C)C1=CNC2=CC=CC=C12 (2R,3S)-2-amino-3-(1H-indol-3-yl)-4-methylhexanoic acid